(E)-3-(1-(3-chlorophenyl)-3-isopropyl-1H-pyrazol-5-yl)-N-(2-oxo-2,3-dihydro-1H-benzo[d]imidazol-4-yl)acrylamide ClC=1C=C(C=CC1)N1N=C(C=C1/C=C/C(=O)NC1=CC=CC=2NC(NC21)=O)C(C)C